FCC1(CC1)N1C=C2C(N=C(N=C2N[C@H](C)C2=C(C(=CC=C2)[N+](=O)[O-])C)C)=C(C1=O)N1CCOCC1 (R)-6-(1-(fluoromethyl)cyclopropyl)-2-methyl-4-((1-(2-methyl-3-nitrophenyl)ethyl)amino)-8-morpholinopyrido[4,3-d]pyrimidin-7(6H)-one